C(CCC)C1CCC(CC1)=CCC1OCCO1 2-(2-(4-butylcyclohexylidene)ethyl)-1,3-dioxolane